COC=1C=C2C(=CC=NC2=CC1OC)OC1=C(C=C(C=C1)C1=C(C(C(=C(N1C)C(=O)N)C1=CC=C(C=C1)F)=O)C(=O)N)F (4-((6,7-dimethoxyquinolin-4-yl)oxy)-3-fluorophenyl)-3-(4-fluorophenyl)-1-methyl-4-oxo-1,4-dihydropyridine-2,5-dicarboxamide